C(CCCCCCCCCCC)[Fr] dodecyl-francium